[Ru+2].C(C)(=O)OC=1[C@H](C(C(=C2C=CC=CC12)C1=CC=CC2=CC=CC=C12)(P(C1=CC=CC=C1)C1=CC=CC=C1)P(C1=CC=CC=C1)C1=CC=CC=C1)OC(C)=O diacetoxy[(R)-(+)-2,2-bis(diphenylphosphino)-1,1-binaphthyl] ruthenium (II)